cis-2-[4-(cyclopentylamino)phenyl]-1-(2-fluoro-6-methyl-benzoyl)-N-(1-methylpyrazolo[4,3-b]pyridin-6-yl)-2,3,4,4a,5,6,7,7a-octahydrocyclopenta[b]pyridine-3-carboxamide C1(CCCC1)NC1=CC=C(C=C1)C1C(CC2C(N1C(C1=C(C=CC=C1C)F)=O)CCC2)C(=O)NC=2C=C1C(=NC2)C=NN1C